2-(2-methyl-3,4-dihydro-2H-spiro[isoquinoline-1,4'-piperidin]-1'-yl)aniline CN1CCC2=CC=CC=C2C12CCN(CC2)C2=C(N)C=CC=C2